BrC=1C=C2C(=CN(C2=CC1)CC(=O)N/N=C/C1=CC=CC=C1)C1=N[C@H]([C@@H](NC1=O)C1=CC=CC=C1)C1=CC=CC=C1 2-(5-bromo-3-((5S,6S)-3-oxo-5,6-diphenyl-3,4,5,6-tetrahydropyrazin-2-yl)-1H-indol-1-yl)-N'-((E)-benzylidene)acethydrazide